tert-butyl 3-(4-(3-hydroxy-3-(hydroxymethyl)azetidin-1-yl)-1-(4-(trifluoromethoxy)phenyl)-1H-pyrazolo[3,4-b]pyridin-3-yl)azetidine-1-carboxylate OC1(CN(C1)C1=C2C(=NC=C1)N(N=C2C2CN(C2)C(=O)OC(C)(C)C)C2=CC=C(C=C2)OC(F)(F)F)CO